Cl.FC=1C=C(C#N)C=C(C1N1N=C2C(=CC1=O)NN=C2C2=CC=C1CCN(CC1=C2)C([C@H](C)N)=O)C (S)-3-fluoro-4-(3-(2-(2-aminopropionyl)-1,2,3,4-tetrahydroisoquinolin-7-yl)-6-oxo-1H-pyrazolo[4,3-c]pyridazin-5(6H)-yl)-5-methylbenzonitrile hydrochloride